2-(4-Chloro-1-isopropyl-1H-pyrazol-5-yl)-5-methoxy-N-methyl-N-((1-(pyridin-2-yl)piperidin-4-yl)methyl)pyrimidin-4-amine ClC=1C=NN(C1C1=NC=C(C(=N1)N(CC1CCN(CC1)C1=NC=CC=C1)C)OC)C(C)C